C1(CC1)C(C(F)(F)F)NC1=CC(=C2C(=N1)N(C=N2)C)NC=2C=CC(=NC2)C(=O)NCC 5-[[5-[(1-cyclopropyl-2,2,2-trifluoro-ethyl)amino]-3-methyl-imidazo[4,5-b]pyridin-7-yl]amino]-N-ethyl-pyridine-2-carboxamide